(2R)-2-methyltetrahydro-4H-pyran-4-one C[C@H]1OCCC(C1)=O